4-octenyl-dimethyl-butene C(=CCCCCCC)CCC=C(C)C